NCCCC[C@H]1C(N(CC2N(O[C@@H](C(N21)=O)CC2=CC=CC=C2)C(=O)OCC2CCCCC2)CCCCC)=O (3R,6S)-cyclohexylmethyl 6-(4-aminobutyl)-3-benzyl-4,7-dioxo-8-pentylhexahydropyrazino[2,1-c][1,2,4]oxadiazine-1(6H)-carboxylate